NCC(=O)OCCCOC(CN)=O propane-1,3-diyl bis(2-aminoacetate)